C(C)(C)[C@@]1(NC(NC1=O)=O)C1=CC=C(C(=O)Cl)C=C1 4-((R)-4-isopropyl-2,5-dioxoimidazolidin-4-yl)benzoyl chloride